ClC1=CC=CN2C=C(C=C12)C(=O)N(C)C1C=2C3=C(C(NC2CNC1)=O)C=C(C(=C3)F)F 8-Chloro-N-(8,9-Difluoro-6-oxo-1,2,3,4,5,6-hexahydrobenzo[c][1,7]naphthyridin-1-yl)-N-methylindolizine-2-carboxamide